(S)-N-(8-aminooctyl)-2-(4-(4-chlorophenyl)-2,3,9-trimethyl-6H-thieno[3,2-f][1,2,4]triazolo[4,3-a][1,4]diazepin-6-yl)acetamide NCCCCCCCCNC(C[C@H]1C=2N(C3=C(C(=N1)C1=CC=C(C=C1)Cl)C(=C(S3)C)C)C(=NN2)C)=O